N1N=CC(=C1)C1=CC=C(C=C1)NC1=NC(=NC=C1Cl)C1=CC=C2C=C(N(C2=C1)C)C(=O)N1CC(C1)(F)F (6-(4-((4-(1H-pyrazol-4-yl)phenyl)amino)-5-chloropyrimidin-2-yl)-1-methyl-1H-indol-2-yl)(3,3-difluoroazetidin-1-yl)methanone